N-{{2S,3R}-4,4-difluoro-1-((1s,3R)-3-fluorocyclobutane-1-carbonyl)-2-[(2,3',5'-trifluoro[1,1'-biphenyl]-3-yl)methyl]-pyrrolidin-3-yl}methanesulfonamide FC1([C@@H]([C@@H](N(C1)C(=O)C1CC(C1)F)CC=1C(=C(C=CC1)C1=CC(=CC(=C1)F)F)F)NS(=O)(=O)C)F